ClC1=CC(=NC=C1)S(=O)(=N[Si](C)(C)C)C (4-Chloropyridin-2-yl)(methyl)((trimethylsilyl)imino)-λ6-sulfanone